FC(C1=CC(=NC=N1)O)(F)F 6-(trifluoromethyl)pyrimidin-4-ol